ClC1=C(C(=CC=C1)Cl)N1C(C=CC2=C(N=CC(=C12)CC)OCC(CO)O)C 1-(2,6-dichlorophenyl)-5-(2,3-dihydroxypropaneOxy)-8-ethyl-2-methyl-1,6-naphthyridine